BrC1=CC=CCN1C1=C(C=C(C=C1)NC1=NC=NC(=N1)N1CCNCC1)OC 6-bromo-N-(2-methoxy-4-((4-(piperazin-1-yl)-1,3,5-triazin-2-yl)amino)phenyl)pyridine